COC1=C(CBr)C=C(C=C1)OC 2,5-dimethoxybenzyl bromide